C(#N)CCOP(OCCNC(OCC1C2=CC=CC=C2C=2C=CC=CC12)=O)N(C(C)C)C(C)C (9H-fluoren-9-yl)methyl (2-(((2-cyanoethoxy)(diisopropylamino) phosphino)oxy)ethyl)carbamate